(1R,5S,6R)-3-azabicyclo[3.1.0]hexane-6-methanol [C@H]12CNC[C@@H]2C1CO